[Br-].C[N+](CC(CC(CCCCCCC\C=C/CCCCCCCC)=O)C(CCCCCCC\C=C/CCCCCCCC)=O)(CCCCCO)C dimethyl-5-hydroxypentyl-2,3-dioleoylpropyl-ammonium bromide